BrC=1SC=2C=3SC=CC3C(C2C1)(CCCC)CCCC 4-bromo-7,7-dibutyl-3,11-dithiatricyclo[6.3.0.02,6]undeca-1(8),2(6),4,9-tetraene